C(C1=CC=CC=C1)C(C(=O)N[C@@H](CCCCNC(=O)OC(C)(C)C)C(=O)NC1C(CCCC1)C(N)=O)CCC1=CC=CC=C1 (2-benzyl-4-phenylbutyryl)-N6-(tert-Butoxycarbonyl)-N-(2-carbamoylcyclohexyl)-L-lysinamide